(trans)-2-[[5-chloro-2-[(1-hydroxy-7-methyl-3H-2,1-benzoxaborol-5-yl)amino]pyrimidin-4-yl]amino]cyclohexanecarbonitrile ClC=1C(=NC(=NC1)NC=1C=C(C2=C(COB2O)C1)C)N[C@H]1[C@@H](CCCC1)C#N